BrC=1C(=CC=C2C3=C(N(C12)COCC[Si](C)(C)C)CCCC(C3=O)=CO)F 4-bromo-3-fluoro-9-(hydroxymethylene)-5-((2-(trimethylsilyl)ethoxy)methyl)-6,7,8,9-tetrahydrocyclohepta[b]indol-10(5H)-one